C(#N)N1[C@H]2[C@@H](C[C@@H]1CC2)NC(C2=CC=C(C=C2)C=2C=NN(C2)C)=O N-((1R,2R,4S)-7-cyano-7-azabicyclo[2.2.1]heptan-2-yl)-4-(1-methyl-1H-pyrazole-4-yl)benzamide